ClC1=CC=C(C=C1)SC1=NN=C(S1)C(=O)OCC ethyl 5-((4-chlorophenyl)thio)-1,3,4-thiadiazole-2-carboxylate